[F-].[Y+3].[Na+].[F-].[F-].[F-] sodium-yttrium fluoride